ON1[C@@H]2CC[C@H](N(C1=O)C2)C(=O)NOCC2CN(C2)C(=O)OC(C)(C)C tert-Butyl 3-{[({[(2S,5R)-6-hydroxy-7-oxo-1,6-diazabicyclo[3.2.1]oct-2-yl]carbonyl}amino)oxy]methyl}azetidine-1-carboxylate